2-({5-chloro-1H-imidazo[4,5-b]pyridin-2-yl}methyl)-4-(2-chloro-4-methoxyphenyl)-2,3-dihydro-1H-isoindole ClC1=CC=C2C(=N1)N=C(N2)CN2CC1=CC=CC(=C1C2)C2=C(C=C(C=C2)OC)Cl